tert-butyl (3S,4R)-4-(4-(3-(2,6-bis(benzyloxy)pyridin-3-yl)-1-methyl-1H-indazol-6-yl)piperidine-1-carbonyl)-3-fluoropiperidine-1-carboxylate C(C1=CC=CC=C1)OC1=NC(=CC=C1C1=NN(C2=CC(=CC=C12)C1CCN(CC1)C(=O)[C@@H]1[C@@H](CN(CC1)C(=O)OC(C)(C)C)F)C)OCC1=CC=CC=C1